C1(CCC(N1C(C(=O)[O-])CCCCNC(CCSSC1=NC=CC=C1)=O)=O)=O succinimidyl-6-[3-(2-pyridyldithio) propionamido]hexanoate